tert-butyl (R)-(1-(6-((2-(1H-pyrazol-1-yl)benzyl)amino)-9-isopropyl-9H-purin-2-yl)piperidin-3-yl)carbamate N1(N=CC=C1)C1=C(CNC2=C3N=CN(C3=NC(=N2)N2C[C@@H](CCC2)NC(OC(C)(C)C)=O)C(C)C)C=CC=C1